FC1=C(C=C(C=C1)NC=1C=C2C=NNC2=CC1C#CC(C)C)C N-(4-fluoro-3-methylphenyl)-6-(3-methylbut-1-yn-1-yl)-1H-indazol-5-amine